CO[Si](CCCCCCCC[SiH2]C(NCCC[Si](C)(OCC)OCC)NCCC[Si](OCC)(OCC)C)(OC)OC 1-trimethoxysilyl-8-bis(methyldiethoxysilylpropylamino)methylsilyl-octane